F[C@H]1COCC[C@@H]1C1=NN(C(C=2C1=CNC(C2)=O)=O)C ((3R,4R)-3-fluorotetrahydro-2H-pyran-4-yl)-2-methyl-2,6-dihydropyrido[3,4-d]pyridazine-1,7-dione